C1(CCCCC1)P(C1=C(C=CC=C1OC(C)C)C1=C(C=C(C=C1C(C)C)C(C)C)C(C)C)C1CCCCC1 Dicyclohexyl[3-(1-methylethoxy)-2',4',6'-tri(1-methylethyl)[1,1'-biphenyl]-2-yl]phosphine